BrC1=CC(=C(C=C1)S(=O)(=O)N1CCC2=CC(=CC(=C12)C)F)C 1-(4-bromo-2-methyl-phenyl)sulfonyl-5-fluoro-7-methyl-indoline